O=C1NC(CCC1N1C(C2=CC=C(C=C2C1=O)OC1CC(C1)CO)=O)=O 2-(2,6-dioxopiperidin-3-yl)-5-(3-(hydroxymethyl)cyclobutoxy)-isoindoline-1,3-dione